bis(2-methyl-indenyl)dimethyl-zirconium dichloride [Cl-].[Cl-].CC=1C(C2=CC=CC=C2C1)[Zr](C)(C)C1C(=CC2=CC=CC=C12)C